Cl.CC(CC(=O)O)C.CC(CC(=O)O)C.CC(CC(=O)O)C tris(3-methylbutanoic acid) hydrochloride